4-methyl-5-((1S,4S)-5-methyl-2,5-diazabicyclo[2.2.1]Hept-2-yl)thiazole CC=1N=CSC1N1[C@@H]2CN([C@H](C1)C2)C